N-(2-(thien-2-yl)-5-((methylamino)methyl)phenyl)thiophene-3-sulfonamide S1C(=CC=C1)C1=C(C=C(C=C1)CNC)NS(=O)(=O)C1=CSC=C1